tris(4,4-dicarboxyl-bipyridine) ruthenium chloride [Ru](Cl)(Cl)Cl.C(=O)(O)C1(CC(=NC=C1)C1=NC=CC=C1)C(=O)O.C(=O)(O)C1(CC(=NC=C1)C1=NC=CC=C1)C(=O)O.C(=O)(O)C1(CC(=NC=C1)C1=NC=CC=C1)C(=O)O